7-(2-((7-ethyl-1,2,3,4-tetrahydroisoquinolin-6-yl)amino)-5-(trifluoromethyl)pyrimidin-4-yl)-4-methyl-3,4-dihydrothieno[2,3-f][1,4]thiazepin-5(2H)-one 1,1-dioxide C(C)C1=C(C=C2CCNCC2=C1)NC1=NC=C(C(=N1)C1=CC2=C(C(N(CCS2(=O)=O)C)=O)S1)C(F)(F)F